2-[[5-(4-chloro-2-fluoro-phenyl)-3-methyl-triazol-4-yl]methyl]-5-[(7S)-7-methoxy-5-oxa-2-azaspiro[3.4]octan-2-yl]pyridazin-3-one butyl-(2-((2-acetylpyridin-3-yl)oxy)ethyl)carbamate C(CCC)N(C(O)=O)CCOC=1C(=NC=CC1)C(C)=O.ClC1=CC(=C(C=C1)C1=C(N(N=N1)C)CN1N=CC(=CC1=O)N1CC2(C1)OC[C@H](C2)OC)F